1,1-dimethoxy-2-isocyanatoethane COC(CN=C=O)OC